CN1N=C(N=C1)CN1C(N(C(=NC1=O)N1N=CC=C1)CC1=C(C=C(C(=C1)F)F)F)=O ((1-methyl-1H-1,2,4-triazol-3-yl)methyl)-6-(1H-pyrazol-1-yl)-1-(2,4,5-trifluorobenzyl)-1,3,5-triazine-2,4(1H,3H)-dione